NC1=CC=C(C=C1)C(C1=CC=C(N)C=C1)C1=CC=CC=C1 4-[(4-aminophenyl)phenylmethyl]aniline